S1C(=CC=C1C#CCN)C#CCN 3,3'-(thiophene-2,5-diyl)bis(prop-2-yn-1-amine)